ClC1=C(C[C@H](N)C(=O)O)C=CC=C1 2-chlorophenylalanine